C1(CC1)C(=O)OC\C=C(\C)/CCC=C(C)C Neryl cyclopropanecarboxylate